FC(C1=CC=C(C=C1)C1=NC2=C(N1CC1=C(OCCCCCC(=O)O)C=CC=C1)C=CC=C2)(F)F 6-(2-((2-(4-(trifluoromethyl)phenyl)-1H-benzo[d]imidazol-1-yl)methyl)phenoxy)hexanoic acid